(S)-6-(1-(2-(tert-butoxycarbonyl)benzyl)-1H-pyrazole-4-carbonyl)-2-(1-(trifluoromethyl)cyclopropanecarbonyl)-2,6-diazaspiro[3.4]octane-8-carboxylic acid C(C)(C)(C)OC(=O)C1=C(CN2N=CC(=C2)C(=O)N2CC3(CN(C3)C(=O)C3(CC3)C(F)(F)F)[C@@H](C2)C(=O)O)C=CC=C1